CC1(C(C(C2CCCC(=C12)OCC(=C)C)(C)C)C)C 1,1,2,3,3-pentamethyl-7-((2-methylallyl)oxy)-2,3,3a,4,5,6-hexahydro-1H-indene